tert-butyl (2R)-2-[2-[1-(pyridin-4-ylmethyl)pyrrole-2-amido]-1,3-thiazol-4-yl]pyrrolidine-1-carboxylate N1=CC=C(C=C1)CN1C(=CC=C1)C(=O)NC=1SC=C(N1)[C@@H]1N(CCC1)C(=O)OC(C)(C)C